3-(1-cyclobutylimidazol-4-yl)-N-[(4-methoxyphenyl)methyl]-N-methyl-4-[[5-(trifluoromethyl)-2-pyridinyl]amino]benzenesulfonamide C1(CCC1)N1C=NC(=C1)C=1C=C(C=CC1NC1=NC=C(C=C1)C(F)(F)F)S(=O)(=O)N(C)CC1=CC=C(C=C1)OC